CC=1C=C(C=CC1C)C1=CC(=CC=C1)[C@H](C(=O)N1CC2=C(CCC1)N=C(NC2=O)C2(CC2)C2=CC=CC=C2)O (R)-6-(2-(3',4'-dimethyl-[1,1'-biphenyl]-3-yl)-2-hydroxyacetyl)-2-(1-phenylcyclopropyl)-3,5,6,7,8,9-hexahydro-4H-pyrimido[5,4-c]azepin-4-one